C1(CCCCC1)CC(C(=O)N1CC2(CCCC2)C(CC1)CN1C(C=2C=CC=C(C2C1)C(=O)N(C)C)=O)C 2-((7-(3-cyclohexyl-2-methylpropanoyl)-7-azaspiro[4.5]Decan-10-yl)methyl)-N,N-dimethyl-1-oxoisoindoline-4-carboxylic acid amide